C1(=C(C=CC=C1)NC1=CC=C(C=C1)[N+](=O)[O-])C N-o-tolyl-p-nitroaniline